5-(tert-butoxycarbonylamino)-3-iodo-4,5,6,7-tetrahydrobenzothiophene-2-carboxylic acid C(C)(C)(C)OC(=O)NC1CCC2=C(C(=C(S2)C(=O)O)I)C1